C(OC1(COC1)C=1C=C(C=CC1)C=O)([2H])([2H])[2H] (3-(3-(methoxy-d3)oxetan-3-yl)phenyl)methanone